C1(=CC=C(C=C1)C1=C(C=C2C(=N1)NC(=N2)O[C@@H]2[C@H](CCC2)O)Cl)C2=CC=CC=C2 (1S,2S)-2-((5-([1,1'-biphenyl]-4-yl)-6-chloro-3H-imidazo[4,5-b]pyridin-2-yl)oxy)cyclopentan-1-ol